CC1=C(C=C(C2=C1C1C3C4C5=C(C=C(C(=C5C4C(C12)C3)C)N)C)C)N 1,4,6,9-tetramethyl-4b,5,5a,9b,10,10a-hexahydro-5,10-methanobenzo[3,4]cyclobuta[1,2-b]biphenylene-2,7-diamine